(2-morpholinoethyl)-3-cyclohexylaminocarbonyl-9-hydroxy-1,8-dioxo-1,3,4,8-tetrahydro-2H-pyrido[1,2-a]pyrazine-7-carboxylic acid O1CCN(CC1)CCN1C(C=2N(CC1C(=O)NC1CCCCC1)C=C(C(C2O)=O)C(=O)O)=O